N1CCCCC1 3-cis-piperidine